NC1=CC=C(C=C1)N\N=C/C1=NC2=CC=CC=C2C=C1 (Z)-4-amino-N'-(quinolin-2-ylmethylene)phenylhydrazine